FC1=C2C(=NC=3N(C2=CC=C1F)C(=NN3)C)N(C=3C=C(C=C(C3)F)CC(C#C)(O)C)CC(F)F (3-((6,7-difluoro-1-methyl-[1,2,4]triazolo[4,3-a]quinazolin-5-yl)(2,2-difluoroethyl)amino)-5-fluorophenyl)-2-methylbut-3-yn-2-ol